3-(2-(6,7-Dichloro-10-(1H-pyrazol-4-yl)-3,4-dihydropyrazino[1,2-a]indol-2(1H)-yl)-2-oxoethyl)thiazolidine-2,4-dione ClC1=C(C=CC=2C(=C3N(C12)CCN(C3)C(CN3C(SCC3=O)=O)=O)C=3C=NNC3)Cl